ClC1=C(N=C2N1C=CC=N2)C(C)=O 1-(3-chloroimidazo[1,2-a]pyrimidin-2-yl)ethanone